BrC=1C=C(C(=NC1)N)C=1OC(=NN1)C=1C=NC=CC1 5-bromo-3-(5-(pyridin-3-yl)-1,3,4-oxadiazol-2-yl)pyridin-2-amine